F[C@H]1CN(CC[C@H]1NC1=C2C=C(N(C2=CC=C1)CC(F)(F)F)C1=NN=C(O1)CNC(C1=C(C=CC=C1)OC)=O)C N-((5-(4-(((3S,4R)-3-fluoro-1-methylpiperidin-4-yl)amino)-1-(2,2,2-trifluoroethyl)-1H-indol-2-yl)-1,3,4-oxadiazol-2-yl)methyl)-2-methoxybenzamide